α-(2-chlorobenzyl)proline ClC1=C(C[C@@]2(NCCC2)C(=O)O)C=CC=C1